methyl (2R,4R)-4-[[(5S)-3-(3,5-difluorophenyl)-5-vinyl-4H-isoxazole-5-carbonyl]amino]tetrahydrofuran-2-carboxylate FC=1C=C(C=C(C1)F)C1=NO[C@](C1)(C(=O)N[C@@H]1C[C@@H](OC1)C(=O)OC)C=C